6-benzoyl-1H-benzimidazole C(C1=CC=CC=C1)(=O)C=1C=CC2=C(NC=N2)C1